(R)-1-(3-(bis(4-methoxyphenyl)(phenyl)methoxy)-2-hydroxypropyl)-3-(6-(t-butyldimethylsilyloxy)hexyl)urea COC1=CC=C(C=C1)C(OC[C@@H](CNC(=O)NCCCCCCO[Si](C)(C)C(C)(C)C)O)(C1=CC=CC=C1)C1=CC=C(C=C1)OC